FC(S(=O)(=O)C(S(=O)(=O)C(F)(F)F)S(=O)(=O)C(F)(F)F)(F)F.[Li] lithium tris(perfluoromethylsulfonyl)methane